C(C)(C)(C)N1N=CC(=C1C)C(=O)NCC#CC1=NN2C(C=CC=C2N[C@H]2[C@H](CN(CC2)C)F)=C1CC(F)(F)F 1-tert-butyl-N-[3-(7-{[(3S,4R)-3-fluoro-1-methylpiperidin-4-yl]amino}-3-(2,2,2-trifluoroethyl)pyrazolo[1,5-a]pyridin-2-yl)prop-2-yn-1-yl]-5-methyl-1H-pyrazole-4-carboxamide